5-methyl-methyl-uridine CC=1C(NC(N([C@]2([C@H](O)[C@H](O)[C@@H](CO)O2)C)C1)=O)=O